3-(2-fluoro-4-phenoxyphenyl)-1-(1'-isopropyl-[1,4'-bipiperidin]-4-yl)-1H-pyrazolo[3,4-d]pyrimidin-4-amine FC1=C(C=CC(=C1)OC1=CC=CC=C1)C1=NN(C2=NC=NC(=C21)N)C2CCN(CC2)C2CCN(CC2)C(C)C